C1(CCCCC1)P(C1=C(CNCC2=NC=CC=C2)C=CC=C1)C1CCCCC1 N-(2-(dicyclohexylphosphino)benzyl)-1-(pyridin-2-yl)methylamine